C(C)N1N=CC=C1C(=O)N[C@H](C=1N=C2N(N=C(C=C2)CC2C(NCC3CC23)=O)C1)C1CCC(CC1)C 1-ethyl-N-((1S)-((1r,4S)-4-methylcyclohexyl)(6-((4-oxo-3-azabicyclo[4.1.0]heptan-5-yl)methyl)imidazo[1,2-b]pyridazin-2-yl)methyl)-1H-pyrazole-5-carboxamide